7-(4-amino-2-fluorophenoxy)-1-methyl-1,3-dihydro-2H-imidazo[4,5-b]pyridin-2-one NC1=CC(=C(OC2=C3C(=NC=C2)NC(N3C)=O)C=C1)F